NC=1C(=C(C=CC1)N1CC(NCC1)CC#N)[N+](=O)[O-] 2-(4-(3-amino-2-nitrophenyl)piperazin-2-yl)acetonitrile